Trans-2-[2-(3-pyridylmethyl)quinuclidin-3-yl]oxyquinoline N1=CC(=CC=C1)CC1N2CCC(C1OC1=NC3=CC=CC=C3C=C1)CC2